tert-butyl 3-((1-cyclopropyl-1H-pyrazol-4-yl)(methyl)amino)azetidine-1-carboxylate C1(CC1)N1N=CC(=C1)N(C1CN(C1)C(=O)OC(C)(C)C)C